C(C=C)(=O)N1C[C@@H](N(CC1)C1=CC(N(C(=C1)F)C1=C(C=CC=C1S(=O)(=O)C)C(C)C)=O)C 4-((S)-4-propenoyl-2-methylpiperazin-1-yl)-6-fluoro-1-(2-isopropyl-6-(methylsulfonyl)phenyl)-2-oxo-1,2-dihydropyridin